3-(3-chloro-5-(1-(2-(2-fluoro-5-((6-fluoro-4-methyl-1H-indol-5-yl)oxy)phenyl)-1H-imidazol-4-yl)-1-hydroxyethyl)phenyl)propanoic acid ClC=1C=C(C=C(C1)C(C)(O)C=1N=C(NC1)C1=C(C=CC(=C1)OC=1C(=C2C=CNC2=CC1F)C)F)CCC(=O)O